1-butyl-2-ethylpyrrolium fluoride [F-].C(CCC)[NH+]1C(=CC=C1)CC